COC=1C=C(C=CC1[N+](=O)[O-])N1CCC(CC1)N1CCN(CC1)C 1-(1-(3-methoxy-4-nitrophenyl)piperidin-4-yl)4-methylpiperazine